4,4,4-trifluorobutan-1-one FC(CCC=O)(F)F